tert-butyl 6-chloro-4-[[(1R)-1-cyanoethyl]amino]pyridine-3-carboxylate ClC1=CC(=C(C=N1)C(=O)OC(C)(C)C)N[C@H](C)C#N